2-(8-methyl-8-azabicyclo[3.2.1]Oct-3-yl)acetic acid hydrochloride Cl.CN1C2CC(CC1CC2)CC(=O)O